(S,Z)-Methyl 5-methyl-3-(((4-(methyl(2-(3-methylpiperazin-1-yl)ethoxy)carbamoyl)phenyl)amino)(phenyl)methylene)-2-oxoindoline-6-carboxylate CC=1C=C2/C(/C(NC2=CC1C(=O)OC)=O)=C(\C1=CC=CC=C1)/NC1=CC=C(C=C1)C(N(OCCN1C[C@@H](NCC1)C)C)=O